OC1=CC=C(C=C1)/C=C/C(=O)OCCCC(F)(F)F 4,4,4-trifluorobutyl (E)-3-(4-hydroxyphenyl)prop-2-enoate